2-(4-chloro-3-fluorophenoxy)-N-{3-[(6-methoxypyrazin-2-yl)amino]bicyclo[1.1.1]pentan-1-yl}acetamide ClC1=C(C=C(OCC(=O)NC23CC(C2)(C3)NC3=NC(=CN=C3)OC)C=C1)F